9-(4,6-diphenylpyrimidin-2-yl)-9'-phenyl-9H,9'H-3,3'-bicarbazole C1(=CC=CC=C1)C1=NC(=NC(=C1)C1=CC=CC=C1)N1C2=CC=CC=C2C=2C=C(C=CC12)C=1C=CC=2N(C3=CC=CC=C3C2C1)C1=CC=CC=C1